FC=1C=C(C=C(C1)F)[C@@H]1CC=NN1C(=O)N1CC(C1)OC1=CC(=NC=C1F)N1N=C(C(=C1C)C(=O)N[C@H]1COCC1)C 1-(4-((1-((S)-5-(3,5-difluorophenyl)-4,5-dihydro-1H-pyrazole-1-carbonyl)azetidin-3-yl)oxy)-5-fluoropyridin-2-yl)-3,5-dimethyl-N-((R)-tetrahydrofuran-3-yl)-1H-pyrazole-4-carboxamide